ClC1=CC=C(C=C1)CS(=O)(=O)NC1=C(C(=C(C=C1)OC1=NC=CC=C1C1=NC(=NC=C1)N[C@@H]1CNCCC1)F)F (S)-1-(4-chlorophenyl)-N-(2,3-difluoro-4-((3-(2-(piperidin-3-ylamino)pyrimidin-4-yl)pyridin-2-yl)oxy)phenyl)methanesulfonamide